(R)-1-(4-Fluorophenyl)-5-(2-methyl-1-((1-propyl-1H-pyrazol-4-yl)sulfonyl)piperidin-4-yl)-1H-indazole FC1=CC=C(C=C1)N1N=CC2=CC(=CC=C12)C1C[C@H](N(CC1)S(=O)(=O)C=1C=NN(C1)CCC)C